1-(3-bromo-4-pyridyl)-N,N-dimethyl-azepan-4-amine BrC=1C=NC=CC1N1CCC(CCC1)N(C)C